2-(2-methoxy-5-(4,4,5,5-tetramethyl-1,3,2-dioxaborolan-2-yl)phenyl)-N,N-dimethylacetamide COC1=C(C=C(C=C1)B1OC(C(O1)(C)C)(C)C)CC(=O)N(C)C